C(C)(C)(C)OC(=O)N1C2CNCC1CC2.ClC2=NC(=CC(=N2)N2CC1CCC(C2)N1C(=O)OC(C)(C)C)Cl tert-Butyl 3-(2,6-dichloropyrimidin-4-yl)-3,8-diazabicyclo[3.2.1]octane-8-carboxylate tert-Butyl-3,8-diazabicyclo[3.2.1]octane-8-carboxylate